CNC(=O)C=1N=C(SC1)C N,2-dimethylthiazole-4-carboxamide